COC1=C(C=CC(=C1)OCCOC)NC1=CC=NC2=CC(=CC=C12)N1CC(NCC1)=O 4-(4-((2-methoxy-4-(2-methoxyethoxy)phenyl)amino)quinolin-7-yl)piperazin-2-one